OC1=C(C(C2=C(C(=C(C(=C2)C(C)=O)O)O)O)(C2=CC(=C(C=C2)O)O)C)C=C(C(=C1O)O)C(C)=O 2,3,4,2',3',4',3'',4''-octahydroxy-5,5'-diacetyltrityl-methane